C(C)(C)(C)[S@@](=O)N[C@@H]1C2=CC=CC(=C2CC12CCNCC2)C#N (S)-1-(((R)-tert-butylsulfinyl)amino)-4-cyano-1,3-dihydrospiro[indene-2,4'-piperidine]